2-cyano-N,N-dimethylacetamide CN(C)C(=O)CC#N